7,7a-dihydroxy-2-methyl-5-phenyl-2,4a,5,6,7,7a-hexahydrocyclopenta[4,5]furo[3,2-c]pyrazole-6-carboxylate OC1C(C(C2C1(C1=NN(C=C1O2)C)O)C2=CC=CC=C2)C(=O)[O-]